C(C)(C)(C)OC(=O)N1CC=2N([C@H](C1)C)C(=NC2)C=O (S)-3-formyl-5-methyl-5,6-dihydroimidazo[1,5-a]pyrazine-7(8H)-carboxylic acid tert-butyl ester